N-(4-bromo-3-fluorophenyl)-6-(1-methyl-1H-pyrazol-4-yl)-2-(3-methyl-[1,2,4]triazolo[4,3-a]pyridin-6-yl)imidazo[1,2-a]pyrazin-3-amine BrC1=C(C=C(C=C1)NC1=C(N=C2N1C=C(N=C2)C=2C=NN(C2)C)C=2C=CC=1N(C2)C(=NN1)C)F